4-(5-(2,6-difluorophenyl)-1-(4-methoxybenzyl)-1,6-dihydropyrazolo[4,3-d]pyrido[3,2-f][1,3]diazepin-9-yl)-5,6-dihydropyridine-1(2H)-carboxylic acid tert-butyl ester C(C)(C)(C)OC(=O)N1CC=C(CC1)C1=CC=2C3=C(N=C(NC2N=C1)C1=C(C=CC=C1F)F)C=NN3CC3=CC=C(C=C3)OC